NC1=NC=NN2C1=C(C=C2C=2C=C(C(=NC2)C)C(=O)N[C@@H]2CN(C[C@@H]2F)CC(C(F)(F)F)O)C(F)(F)F 5-[4-amino-5-(trifluoromethyl)pyrrolo[2,1-f][1,2,4]triazin-7-yl]-N-[(3R,4S)-4-fluoro-1-(3,3,3-trifluoro-2-hydroxypropyl)pyrrolidin-3-yl]-2-methylpyridine-3-carboxamide